ClC1=C(C#N)C=CC(=C1)OC1=CC(=C(C=C1)OC)[N+](=O)[O-] chloro-4-(4-methoxy-3-nitrophenoxy)benzonitrile